4-[3-(trifluoromethyl)phenyl]piperidin-4-ol hydrogen chloride salt Cl.FC(C=1C=C(C=CC1)C1(CCNCC1)O)(F)F